(E)-3-(2-((6,7-difluoro-2,3,4,9-tetrahydro-1H-carbazol-1-ylidene)amino)ethyl)piperidine-1-carboxylic acid tert-butyl ester C(C)(C)(C)OC(=O)N1CC(CCC1)CC/N=C/1\CCCC=2C3=CC(=C(C=C3NC12)F)F